BrC=1C=C(C=CC1)S(=O)(=O)NC(CC1=CC(=CC=C1)C#N)C=1SC=CN1 3-bromo-N-[2-(3-cyanophenyl)-1-(1,3-thiazol-2-yl)ethyl]benzene-1-sulfonamide